C(\C=C\C1=CC(O)=C(O)C=C1)(=O)C(C(C(=O)O)(O)C(\C=C\C1=CC(O)=C(O)C=C1)=O)(O)C(=O)O dicaffeoyl-tartaric acid